2-[(tert-butoxycarbonylamino)methyl]-7-[(3S,5S)-4-tert-butoxycarbonyl-3,5-dimethyl-piperazin-1-yl]-1,3-benzothiazole-4-carboxylic acid C(C)(C)(C)OC(=O)NCC=1SC=2C(N1)=C(C=CC2N2C[C@@H](N([C@H](C2)C)C(=O)OC(C)(C)C)C)C(=O)O